3-amino-5-(3-trifluoromethoxy-benzenesulfonyl)-pyridine-2-carboxylic acid NC=1C(=NC=C(C1)S(=O)(=O)C1=CC(=CC=C1)OC(F)(F)F)C(=O)O